dimethylpiperidine-1-carboxylate CC1(CCN(CC1)C(=O)[O-])C